2-propyl-1,5-pentanediol C(CC)C(CO)CCCO